putrescine-d4 [2H]C([2H])(CCCN)N([2H])[2H]